hexan-1-amine C(CCCCC)N